OC1=C(C(=O)C2=CC=C(C=C2)Cl)C=CC(=C1)OCC hydroxy-4-ethoxy-4'-chlorobenzophenone